O=C1NC(CCC1N1C(N(C2=C1C=CC(=C2)CCCSCC=O)C)=O)=O 2-[3-[1-(2,6-dioxo-3-piperidyl)-3-methyl-2-oxo-benzimidazol-5-yl]propylsulfanyl]acetaldehyde